FC(O[C@@H](C)C1=CC=C(C=C1)[S@@](=O)(N)=NC(NC1=C2CCCC2=CC=2CCCC12)=O)F |&1:11| (R,S) and (S,S)-4-(1-(difluoromethoxy)ethyl)-N'-((1,2,3,5,6,7-hexahydro-s-indacen-4-yl)carbamoyl)benzenesulfonimidamide